1-Palmitoyl-3-oleoyl-sn-glycero-2-phosphoethanolamine C(CCCCCCCCCCCCCCC)(=O)OC[C@@H](OP(=O)(O)OCCN)COC(CCCCCCC\C=C/CCCCCCCC)=O